NCC1(C2CCN(CC12)C1=CN=C2C(=N1)NN=C2C2=C1C=CC=NC1=C(C=C2)C#N)C2=NOC(=C2)C 5-(6-(7-(aminomethyl)-7-(5-methylisoxazol-3-yl)-3-azabicyclo[4.1.0]heptan-3-yl)-1H-pyrazolo[3,4-b]pyrazin-3-yl)quinoline-8-carbonitrile